C(C1CO1)OCCC[Si](C)(C)C gamma-(2,3-epoxypropoxy)propyl-trimethyl-silane